ClC=1C=C(C=CC1F)C(C(=O)NCC=1C=C2CN(C(C2=CC1)=O)C1C(NC(CC1)=O)=O)(F)F 2-(3-chloro-4-fluorophenyl)-N-((2-(2,6-dioxopiperidin-3-yl)-1-oxoisoindolin-5-yl)methyl)-2,2-difluoroacetamide